((trimethylsilyl)methyl)nickel (II) C[Si](C)(C)C[Ni+]